FC1=C(CN(CC1)C1CCC=2C1=NNC(C2C(F)(F)F)=O)C(=O)N2CCN(CC2)C2=NC=C(C#N)C=C2 6-(4-(4-fluoro-1-(3-oxo-4-(trifluoromethyl)-3,5,6,7-tetrahydro-2H-cyclopenta[c]pyridazin-7-yl)-1,2,5,6-tetrahydropyridine-3-carbonyl)piperazin-1-yl)nicotinonitrile